[OH-].[OH-].C(CCC[N+]1=C(C(=CC(=C1)C)C)C)[N+]1=C(C(=CC(=C1)C)C)C 1,1'-(butane-1,4-diyl)bis(2,3,5-trimethylpyridin-1-ium) dihydroxide